ClC=1C=C(C=CC1F)C(N1C[C@@H](N(C[C@H]1C)C=1C=2N=C(N(C2N2C(N1)=NN=C2)C[C@H]2OCCC2)C)C)C2=CC=C(C=C2)Br ((2S,5R)-4-((3-Chloro-4-fluorophenyl)(4-bromophenyl)methyl)-2,5-dimethylpiperazin-1-yl)-2-methyl-1-(((S)-tetrahydrofuran-2-yl)methyl)-1H-[1,2,4]triazolo[3,4-b]purine